CC(C(C)NC1=NC=CC2=C1N=C(N=C2)NC2=C(C=C(C=C2)C=2C=NN(C2)C)OC)(C)C N8-(3,3-dimethylbutan-2-yl)-N2-(2-methoxy-4-(1-methyl-1H-pyrazol-4-yl)phenyl)pyrido[3,4-d]pyrimidine-2,8-diamine